3-((2,3,3-trimethyl-3H-indol-5-yl)oxy)propane-1-sulfonic acid CC1=NC2=CC=C(C=C2C1(C)C)OCCCS(=O)(=O)O